C(C)OC(=O)C1=CC=2N(C(=C1)Cl)N=CN2 5-chloro-[1,2,4]triazolo[1,5-a]pyridine-7-carboxylic acid ethyl ester